1-(4-(2-(4-bromophenyl)-propan-2-yl)thiazol-2-yl)-3-(3-isopropoxy-4-(piperazin-1-yl)benzyl)urea BrC1=CC=C(C=C1)C(C)(C)C=1N=C(SC1)NC(=O)NCC1=CC(=C(C=C1)N1CCNCC1)OC(C)C